[4-Propylamino-2-(methylsulfanyl)pyrimidine-5-yl]methanol C(CC)NC1=NC(=NC=C1CO)SC